CC1=CC=CC(=N1)C1=NNC=C1C=1N=C2C=C(C=NC2=CC1)NCC1NCCCC1 6-[3-(6-methyl-2-pyridyl)-1H-pyrazol-4-yl]-N-(2-piperidylmethyl)-1,5-naphthyridin-3-amine